C(#N)C1=C(C=C(C=C1)N1C[C@@H](CC1)NC(OC(C)(C)C)=O)F tert-butyl (R)-(1-(4-cyano-3-fluorophenyl)pyrrolidin-3-yl)carbamate